CS(=O)(=O)C1=CC=C(C=C1)C1=CC=CC=C1 4-methylsulfonyl-1,1'-biphenyl